O[C@@H]1[C@H](O[C@H]([C@@H]1O)N1C2=NC=NC(=C2N=C1)N1CCCC1)COCP(O)(O)=O [(2R,3S,4R,5R)-3,4-dihydroxy-5-(6-pyrrolidin-1-ylpurin-9-yl)tetrahydrofuran-2-yl]methoxymethyl-phosphonic acid